7-chloro-2,3-di-p-tolyl-5H-1,4-benzodiazepine ClC=1C=CC2=C(CN=C(C(=N2)C2=CC=C(C=C2)C)C2=CC=C(C=C2)C)C1